N1C[C@@H](CC1)CC(=O)O[C@H]1[C@H](NC[C@@H]1O)CC1=CC=C(C=C1)C(F)F (2R,3S,4S)-2-{[4-(difluoromethyl)phenyl]methyl}-4-hydroxypyrrolidin-3-yl 2-[(3S)-pyrrolidin-3-yl]acetate